[N+](=O)([O-])C1=CC=C(C=C1)C1=CN=C2N1C=CC(=C2)N2CCCC2 3-(4-Nitrophenyl)-7-(pyrrolidin-1-yl)imidazo[1,2-a]pyridine